CC([C@@H](C(=O)N1[C@@H](C[C@H](C1)O)C(=O)NC)N1N=NC(=C1)CCC(C1=CC=CC=C1)=O)(C)C (2S,4R)-1-[(2S)-3,3-dimethyl-2-[4-(3-oxo-3-phenyl-propyl)triazol-1-yl]butanoyl]-4-hydroxy-N-methyl-pyrrolidine-2-carboxamide